4-((2-mercapto-6,7-dihydrothieno[3,2-d]pyrimidin-4-yl)amino)benzonitrile SC=1N=C(C2=C(N1)CCS2)NC2=CC=C(C#N)C=C2